2-[(7-bromo-6-chloro-3-thiomorpholinosulfonyl-4-quinolyl)amino]-5-chloro-benzoic acid BrC1=C(C=C2C(=C(C=NC2=C1)S(=O)(=O)N1CCSCC1)NC1=C(C(=O)O)C=C(C=C1)Cl)Cl